4-[6-methyl-4-(trifluoromethyl)pyridin-2-yl]-4H,5H,6H-imidazo[1,2-b][1,2,4]triazole-5-carboxylic acid methyl ester COC(=O)C1N(C=2N(N=CN2)C1)C1=NC(=CC(=C1)C(F)(F)F)C